8-methyl-8-n-butoxycarbonyltetracyclo[4.4.0.12,5.17,10]Dodeca-3-ene CC1(C2C3C4C=CC(C3C(C1)C2)C4)C(=O)OCCCC